ClC1=C(C(N(C=C1)C1=NC=C(C(=C1)N1C(C=C(C=C1C)OCC1=NC=C(C=C1F)F)=O)CC)=O)C(C)(C)O chloro-5'-ethyl-4''-((3,5-difluoropyridin-2-yl)methoxy)-3-(2-hydroxypropan-2-yl)-6''-methyl-2H,2''H-[1,2':4',1''-terpyridin]-2,2''-dione